2-[2-[2-[2-[2-[2-(3-benzyloxypropoxy)ethoxy]ethoxy]ethoxy]ethoxy]ethoxy]ethanol C(C1=CC=CC=C1)OCCCOCCOCCOCCOCCOCCOCCO